4-((1-((3-(5-carbamimidoylthiophen-3-yl)phenyl)amino)-2-methyl-1-oxopropan-2-yl)oxy)benzoic acid C(N)(=N)C1=CC(=CS1)C=1C=C(C=CC1)NC(C(C)(C)OC1=CC=C(C(=O)O)C=C1)=O